ClC1=CC(=C(CC2=NC=C(C(=N2)OC2CCN(CC2)CC2=NC3=C(C=NC(=C3)C([O-])=N)N2C[C@H]2OCC2)F)C=C1)F (S)-2-((4-((2-(4-chloro-2-fluorobenzyl)-5-fluoropyrimidin-4-yl) oxy) piperidin-1-yl) methyl)-3-(oxetan-2-ylmethyl)-3H-imidazo[4,5-c]pyridine-6-carboximidate